C(C)(C)(C)OC(=O)N(CCC[C@@H](CC(=O)NC=1SC(=C(N1)C)C(=O)OC(C)(C)C)NC1=NC=CC2=CC=C(C=C12)C1=NOC(=N1)C)C tert-butyl 2-[[(3S)-6-[tert-butoxycarbonyl (methyl) amino]-3-[[7-(5-methyl-1,2,4-oxadiazol-3-yl)-1-isoquinolinyl] amino] hexanoyl] amino]-4-methyl-thiazole-5-carboxylate